FC(CNC(C1=CC=C(C=C1)C1=C2C(=NC=C1)NC(N2)=O)=O)(F)F N-(2,2,2-trifluoroethyl)-4-(2,3-dihydro-2-oxo-1H-imidazo[4,5-b]pyridin-7-yl)benzamide